tert-butyl 3-methyl-7-oxo-spiro[5H-cyclopenta[c]pyridine-6,4'-piperidine]-1'-carboxylate CC1=CC2=C(C=N1)C(C1(CCN(CC1)C(=O)OC(C)(C)C)C2)=O